1,5,7-Triazabicyclodec-5-Ene N1(CCCN=CNCCC1)C1CCCCCCCCC1